arachidoyl palmitate C(CCCCCCCCCCCCCCC)(=O)OC(CCCCCCCCCCCCCCCCCCC)=O